2,6-bis(9H-9-carbazolyl)pyridine C1=CC=CC=2C3=CC=CC=C3N(C12)C1=NC(=CC=C1)N1C2=CC=CC=C2C=2C=CC=CC12